CC(CC)OCCCCN 4-(1-methylpropoxy)butylamine